N-(1-amino-4b-hydroxy-7-isopropyl-10-oxo-9b,10-dihydro-4bH-indeno[1,2-b]benzofuran-9b-yl)-2-oxo-2-phenyl-acetamide tert-butyl-6-oxo-2-azaspiro[3.3]heptane-2-carboxylate C(C)(C)(C)OC(=O)N1CC2(C1)CC(C2)=O.NC2=C1C(C3(C(OC4=C3C=CC(=C4)C(C)C)(C1=CC=C2)O)NC(C(C2=CC=CC=C2)=O)=O)=O